BrC=1C=NN(C1C1=CC=CC=C1)C1=CC(=CC=C1)F 4-bromo-1-(3-fluorophenyl)-5-phenyl-1H-pyrazole